C(C)C1=NN(C(N1C)=O)C1=CC(=C(C(=O)NC2=C(C=CC=C2)CCC)C=C1F)O[C@@H](C)CCC 4-(3-Ethyl-4-methyl-5-oxo-4,5-dihydro-1H-1,2,4-triazol-1-yl)-5-fluoro-2-[(2S)-pent-2-yloxy]-N-(2-propylphenyl)benzamide